oxo-6'-(trifluoromethyl)-1,2,3,6-tetrahydro-[2,3'-bipyridine]-5-carboxamide O=C1C(NCC(=C1)C(=O)N)C=1C=NC(=CC1)C(F)(F)F